C(C)(C)(C)OC(=O)N(C=1C=C(C=C2C3=C(NC12)N=C(N=C3OC=3C=C(C=C(C3)OCC(=O)OCC)C#N)OC=3C=C(C=C(C3)OCC(=O)OCC)C#N)F)C Diethyl 2,2'-((((8-((tert-butoxycarbonyl)(methyl)amino)-6-fluoro-9H-pyrimido[4,5-b]indole-2,4-diyl)bis(oxy))bis(3-cyano-5,1-phenylene))bis(oxy))diacetate